N-[2-(5-amino-1,3,4-thiadiazol-2-yl)-4-chloro-6-methyl-phenyl]-3-bromo-1-(3-chloropyridin-2-yl)-1H-pyrazole-5-carboxamide NC1=NN=C(S1)C1=C(C(=CC(=C1)Cl)C)NC(=O)C1=CC(=NN1C1=NC=CC=C1Cl)Br